tert-Butyl ((1R,9aR)-octahydro-2H-quinolizin-1-yl)carbamate [C@H]1(CCCN2CCCC[C@H]12)NC(OC(C)(C)C)=O